n-pentacosanoic acid CCCCCCCCCCCCCCCCCCCCCCCCC(=O)O